N1=CC=C(C=C1)C1=CC2=C(N=C(S2)NC2=NC=CC(=C2)CN2CCN(CC2)C(C)=O)C=C1 1-(4-((2-((6-(pyridin-4-yl)benzo[d]thiazol-2-yl)amino)pyridin-4-yl)methyl)piperazin-1-yl)ethanone